C1(=CC=CC2=CC=CC=C12)C1=CC=CC=2CC3=CC=CC(=C3C12)C1=CC=CC2=CC=CC=C12 4,5-bis(naphth-1-yl)fluorene